FC1=C(C=C2C=CC=NC2=C1)COC1=CC=CC(=N1)C1CCN(CC1)CC1=NC2=C(N1C[C@H]1OCC1)C=C(C=C2)C(=O)[O-] (S)-2-((4-(6-((7-Fluoroquinolin-6-yl)methoxy)pyridin-2-yl)piperidin-1-yl)methyl)-1-(oxetan-2-ylmethyl)-1H-benzo[d]imidazole-6-carboxylate